ClC=1C=CC=2N=CN=C(C2N1)NC1=CC(=C(C=C1)OC=1C=C2C(=NC1)N(C=N2)C(F)F)C 6-chloro-N-(4-((3-(difluoromethyl)-3H-imidazo[4,5-b]pyridin-6-yl)oxy)-3-methylphenyl)pyrido[3,2-d]pyrimidin-4-amine